5,5'-carbonylbis(2-acetyl-1h-indene-1,3(2h)-dione) C(=O)(C=1C=C2C(C(C(C2=CC1)=O)C(C)=O)=O)C=1C=C2C(C(C(C2=CC1)=O)C(C)=O)=O